CC1(CCC1)NCC1=C2C(=NC(=C1)C(=O)O)CCC2 4-[[(1-methylcyclobutyl)amino]methyl]-6,7-dihydro-5H-cyclopenta[b]pyridine-2-carboxylic acid